6-phenyldibenzo[b,d]thiophen-4-ylboronic acid C1(=CC=CC=C1)C1=CC=CC=2C3=C(SC21)C(=CC=C3)B(O)O